NC1=NC=CC2=C(C=CC=C12)C=1C=C2C(=NN(C2=CC1)C1=CC=CC=C1)COC1=C(C=CC=C1)CC(=O)O 2-(2-((5-(1-aminoisoquinolin-5-yl)-1-phenyl-1H-indazol-3-yl)methoxy)phenyl)acetic acid